ClC1=CC=C(C=C1)C1NC(C(C1C(=O)[O-])C1=CC=CC=C1)P(=O)(C)C 2-(4-chlorophenyl)-5-(dimethylphosphoryl)-4-phenyl-pyrrolidin-3-carboxylate